racemic-2-[[5-(ethylsulfonimidoyl)-6-[3-methyl-6-(trifluoromethyl)imidazo[4,5-c]pyridin-2-yl]-3-pyridyl]oxy]-2-methyl-propanenitrile C(C)[S@](=O)(=N)C=1C=C(C=NC1C1=NC2=C(C=NC(=C2)C(F)(F)F)N1C)OC(C#N)(C)C |r|